C(C)(C)[C@H]1CC[C@H](CC1)N(C(C1=CC(C(=O)N)=CC(=C1)NC(=O)[C@@H]1CC[C@@H](CC1)C(C)C)=O)[C@@H]1CC[C@@H](CC1)C(C)C N,N-bis(cis-4-isopropylcyclohexyl)-5-(cis-4-isopropylcyclohexylcarbonylamino)-isophthalamide